ClCCCCOC(C=C)=O chlorobutylacrylate